1-thiomorpholinomethylpseudouridine triphosphate P(O)(=O)(OP(=O)(O)OP(=O)(O)O)OC[C@@H]1[C@H]([C@H]([C@@](O1)(C1=CNC(=O)NC1=O)CN1CCSCC1)O)O